COC1=CC(=NC(=C1)C1(COCC1)OC)N1N=CC=2C=NC(=CC21)CC(=O)N (1-(4-methoxy-6-(3-methoxytetrahydrofuran-3-yl)pyridin-2-yl)-1H-pyrazolo[4,3-c]pyridin-6-yl)acetamide